(3-fluoro-6-methoxy-2,4-dimethyl-phenyl)boronic acid FC=1C(=C(C(=CC1C)OC)B(O)O)C